CN1CCN(CC1)CCN(C)C N-Methyl-N'-dimethylaminoethylpiperazin